COCC1=CC(=NC=C1)C(=O)N 4-methoxymethylpyridineamide